(Z)-2-(3,5-difluorophenyl)-N'-hydroxyacetimidamide FC=1C=C(C=C(C1)F)C/C(/N)=N/O